bis(p-hydroxyphenyl)acetate OC1=CC=C(C=C1)C(C(=O)[O-])C1=CC=C(C=C1)O